ClC1=CC(=C(C(=O)NC2=NC(=CC=C2)C(=O)C2CCN(CC2)C2COC2)C=C1)F 4-chloro-2-fluoro-N-(6-(1-(oxetan-3-yl)piperidine-4-carbonyl)pyridin-2-yl)benzamide